C1(CC1)C1=NC(=NO1)C=1C(=C(C=CC1)NC1=C(N=NC=C1)C(=O)NC([2H])([2H])[2H])OC 4-((3-(5-cyclopropyl-1,2,4-oxadiazol-3-yl)-2-methoxyphenyl)amino)-N-(methyl-d3)pyridazine-3-carboxamide